O=C(CCS(=O)(=O)N)N1CC2=CC(=CC=C2CC1)OC1=CC=C(C=C1)C(F)(F)F 3-oxo-3-(7-(4-(trifluoro-methyl)phenoxy)-3,4-dihydroisoquinolin-2(1H)-yl)propane-1-sulfonamide